CC1(SCC(C1C12C(=O)N(C(C(C1)=CC=C2)=O)C2C(SCC2=O)(C)C)=O)C 1,N3-bis(2,2-dimethyl-4-oxothiophen-3-yl)isophthalimide